3-((S)-4-Amino-6-((R)-2-(methoxymethyl)azetidin-1-yl)pyrido[3,4-d]pyrimidin-8-yl)-2,4-dimethylphenol NC=1C2=C(N=CN1)C(=NC(=C2)N2[C@H](CC2)COC)C=2C(=C(C=CC2C)O)C